3-[2-chloro-5-(3,5-dichloro-2-pyridinyl)-4-fluoro-phenyl]-5-methyl-4H-isoxazole-5-carboxylic acid ethyl ester C(C)OC(=O)C1(CC(=NO1)C1=C(C=C(C(=C1)C1=NC=C(C=C1Cl)Cl)F)Cl)C